CC1(COC1)NC1CN(CC1)C=1N=NC(=CN1)C1=C(C=C(C=C1)C=1C=NNC1)O 2-(3-{3-[(3-methyl-oxetan-3-yl)amino]pyrrolidin-1-yl}-1,2,4-triazin-6-yl)-5-(1H-pyrazol-4-yl)phenol